O1CCN(CC1)C1=CC(=NC=C1)C1(NC=NC2=CC(=C(C=C12)N)OC)N 4-(4-morpholinopyridin-2-yl)-7-methoxyquinazoline-4,6-diamine